N-(3,4-difluoro-2-(2-fluoro-4-iodophenylamino)-6-methoxyphenyl)-1-(2,3-dihydroxypropyl)cyclopropane-1-sulfonamide FC=1C(=C(C(=CC1F)OC)NS(=O)(=O)C1(CC1)CC(CO)O)NC1=C(C=C(C=C1)I)F